C=C(C1=CC(=C(C=C1)O)O)C(=O)O 3,4-dihydroxyphenylpropenoic acid